ClC1=C(C=CC=C1C=1C=NC(=CC1)N1C(CCCC1)=O)C1C(NC(CC1)=O)=O 3-(2-chloro-3-(6-(2-oxopiperidin-1-yl)pyridin-3-yl)phenyl)piperidine-2,6-dione